OC1=C(N2C(C3=C(C=CC=C13)C1=CC=NC=C1)=NC=N2)C(=O)NCC(=O)OCC ethyl (6-hydroxy-10-(pyridin-4-yl)-[1,2,4]triazolo[5,1-a]isoquinoline-5-carbonyl)glycinate